FC(C=1N=CC=2N(C1)C(=CN2)C2=NC=CC(=N2)C=2C=C(C=CC2)NS(=O)(=O)C)F N-(3-(2-(6-(Difluoromethyl)imidazo[1,2-a]pyrazin-3-yl)pyrimidin-4-yl)phenyl)methanesulfonamide